CO.CC1=NNC(=C1CC=O)C (3,5-DIMETHYL-1H-PYRAZOL-4-YL)ACETALDEHYDE COMPOUND WITH METHANOL